NC1=NC=CC=C1C(O)CC 2-amino-α-ethyl-3-pyridinemethanol